3-(3-(difluoromethyl)-1-methyl-1H-pyrazol-4-yl)-6,7-dihydro-5H-pyrrolo[3,4-b]pyridin-5-one FC(C1=NN(C=C1C=1C=C2C(=NC1)CNC2=O)C)F